O1CCN(CC1)C=1N=C(C2=C(N1)N(CC2)C2=CC=CC=C2)C2CCN(CC2)C(C)=O 1-(4-(2-morpholino-7-phenyl-6,7-dihydro-5H-pyrrolo[2,3-d]pyrimidin-4-yl)piperidin-1-yl)ethan-1-one